2-(3,3-Difluorocyclopentyl)-2-(4-(2-methyl-2H-tetrazol-5-yl)phenyl)-N-(5-(trifluoromethyl)pyrazin-2-yl)acetamide FC1(CC(CC1)C(C(=O)NC1=NC=C(N=C1)C(F)(F)F)C1=CC=C(C=C1)C=1N=NN(N1)C)F